CC=1C(=C2C=NN(C2=CC1)C1OCCCC1)C1=C(C(=NC2=CC=CC=C12)N1CC2(CN(C2)C(=O)OC(C)(C)C)CC1)C=C tert-butyl 6-(4-(5-methyl-1-(tetrahydro-2H-pyran-2-yl)-1H-indazol-4-yl)-3-vinylquinolin-2-yl)-2,6-diazaspiro[3.4]octane-2-carboxylate